ClC=1C=CC=C2C(C=C(OC12)C1=C(OCCOC2CC(C2)C(=O)O)C=C(C=C1)N1CCCC1)=O 3-[2-[2-(8-chloro-4-oxo-chromen-2-yl)-5-pyrrolidin-1-yl-phenoxy]ethoxy]cyclobutanecarboxylic acid